6-chloro-N4-(2-fluoro-5-nitrophenyl)pyrimidine-4,5-diamine ClC1=C(C(=NC=N1)NC1=C(C=CC(=C1)[N+](=O)[O-])F)N